1-(3,4-dimethoxy-d3-benzyl)-3-(2-isopropylphenyl)piperazine C(OC=1C=C(CN2CC(NCC2)C2=C(C=CC=C2)C(C)C)C=CC1OC([2H])([2H])[2H])([2H])([2H])[2H]